3-(4-(3-methyl-4-((((R)-1-(o-tolyl)ethoxy)carbonyl)amino)isoxazol-5-yl)phenoxy)cyclohexane-1-carboxylic acid CC1=NOC(=C1NC(=O)O[C@H](C)C1=C(C=CC=C1)C)C1=CC=C(OC2CC(CCC2)C(=O)O)C=C1